FC=1C=C(CN2CCNCC2)C=CC1 (3-fluorobenzyl)piperazine